(S)-6-(2-cyclopropylthiazol-5-yl)-3-(1-hydroxyprop-2-yl)-8-(pyridin-3-yl)pyrido[3,4-d]pyrimidin-4(3H)-one C1(CC1)C=1SC(=CN1)C1=CC2=C(N=CN(C2=O)[C@H](CO)C)C(=N1)C=1C=NC=CC1